(1-(tert-butoxycarbonyl)-6-fluoroindolin-5-yl)benzo[d]imidazo[2,1-b]thiazole-7-carboxylic acid ethyl ester C(C)OC(=O)C1=CC2=C(N3C(S2)=NC(=C3)C=3C=C2CCN(C2=CC3F)C(=O)OC(C)(C)C)C=C1